FC(OC1=C(C=C(C=C1)F)C1=NNC=C1NC(=O)C=1C=NN2C1N=CC=C2)F N-(3-(2-(difluoromethoxy)-5-fluorophenyl)-1H-pyrazol-4-yl)pyrazolo[1,5-a]pyrimidine-3-carboxamide